2-[7-(piperidin-4-yl)-5H-pyrrolo[3,2-c]pyridazin-3-yl]-5-(1H-pyrazol-4-yl)phenol N1CCC(CC1)C1=CNC2=C1N=NC(=C2)C2=C(C=C(C=C2)C=2C=NNC2)O